CC1=C(C=CC(=C1)C)C1=NC(=NC(=N1)C1=C(C=C(C=C1)C)C)C1=C(C=C(C=C1)OCC(COCCCC)O)O 2,4-bis(2,4-dimethylphenyl)-6-[2-hydroxy-4-(3-butyloxy-2-hydroxypropoxy)phenyl]-s-triazine